N-(3-(1H-Imidazol-1-yl)propyl)-N-methyl-5,7-diphenylpyrazolo[1,5-a]pyrimidine-2-carboxamide N1(C=NC=C1)CCCN(C(=O)C1=NN2C(N=C(C=C2C2=CC=CC=C2)C2=CC=CC=C2)=C1)C